2-(methylsulfinyl)pyridine CS(=O)C1=NC=CC=C1